ClC=1C=C(C=CC1F)NC(N(C1CCC=2NC(C=3C=CC=CC3C21)=O)CCCO)=O 3-(3-Chloro-4-fluorophenyl)-1-(3-hydroxypropyl)-1-(5-oxo-2,3,4,5-tetrahydro-1H-cyclopenta[c]isoquinolin-1-yl)urea